6-(cyanomethyl)-2-azaspiro[3.3]heptane-2-carboxylic acid tert-butyl ester C(C)(C)(C)OC(=O)N1CC2(C1)CC(C2)CC#N